C1(CC1)COC1=C(C(=C(C=C1)NC=1C2=C(N=CN1)C=C(C(=N2)O[C@@H]2CNCC2)F)F)F N-[4-(cyclopropylmethoxy)-2,3-difluoro-phenyl]-7-fluoro-6-[(3S)-pyrrolidin-3-yl]oxy-pyrido[3,2-d]pyrimidin-4-amine